ClC=1C=NC=C(C1CSC=1N=C(C2=C(N1)CCC2)OCOC(C(CCCC(=O)O)(C)C)=O)Cl 6-(((2-(((3,5-dichloropyridin-4-yl)methyl)thio)-6,7-dihydro-5H-cyclopenta[d]pyrimidin-4-yl)oxy)methoxy)-5,5-dimethyl-6-oxohexanoic acid